C1(CC1)N1C(N(C=2C(C1=O)=C(N(C(C2C)=O)C)NC2=C(C=C(C=C2)I)F)C=2C=C(C=CC2)N=[S@](=O)(NC)C)=O (S)-N'-(3-(3-cyclopropyl-5-((2-fluoro-4-iodophenyl)amino)-6,8-dimethyl-2,4,7-trioxo-3,4,6,7-tetrahydropyrido[4,3-d]pyrimidin-1(2H)-yl)phenyl)-N-methylmethanesulfonimidamide